N-(3-cyano-4-fluoro-phenyl)-4-[2-[(3-ethynyloxetan-3-yl)amino]-2-oxo-acetyl]-1,3,5-trimethyl-pyrrole-2-carboxamide C(#N)C=1C=C(C=CC1F)NC(=O)C=1N(C(=C(C1C)C(C(=O)NC1(COC1)C#C)=O)C)C